N-benzyl-6-(5-cyanopyrazin-2-ylamino)-4-(piperidin-4-ylmethylamino)pyridazine-3-carboxamide C(C1=CC=CC=C1)NC(=O)C=1N=NC(=CC1NCC1CCNCC1)NC1=NC=C(N=C1)C#N